6-Bromo-2-(1-(2,5-dichlorophenyl)-2,5-dimethyl-1H-pyrrol-3-yl)-N-((S)-1-(ethylsulfonyl)pyrrolidin-3-yl)-3H-imidazo[4,5-b]pyridin-7-amin BrC=1C(=C2C(=NC1)NC(=N2)C2=C(N(C(=C2)C)C2=C(C=CC(=C2)Cl)Cl)C)N[C@@H]2CN(CC2)S(=O)(=O)CC